FC(C1=CC=C(CN2[C@H]3CC(C[C@@H]2CC3)NC(=O)C3=CC=C2C=CNC2=C3)C=C1)(F)F N-((1R,3s,5S)-8-(4-(Trifluoromethyl)benzyl)-8-azabicyclo[3.2.1]octan-3-yl)-1H-indol-6-carboxamid